C1(CCCC2=CC=CC=C12)S(=O)(=O)N tetralinesulfonamide